(1S)-6-methoxy-1-(2-methylpropyl)-2-[5-(trifluoromethyl)-1,3,4-oxadiazol-2-yl]-2,3,4,9-tetrahydro-1H-pyrido[3,4-b]indole COC=1C=C2C3=C(NC2=CC1)[C@@H](N(CC3)C=3OC(=NN3)C(F)(F)F)CC(C)C